4-(5-((2-(2,6-dioxopiperidin-3-yl)-1-oxoisoindolin-4-yl)pentyl)piperazin-1-yl)-9-ethyl-6,6-dimethyl-11-oxo-6,11-dihydro-5H-benzo[b]carbazole-3-carbonitrile O=C1NC(CCC1N1C(C2=CC=CC(=C2C1)CCCCCC1NCCN(C1)C=1C(=CC=C2C=3C(C4=C(C(C3NC12)(C)C)C=CC(=C4)CC)=O)C#N)=O)=O